C1(CC1)NC(=O)N1CC=2NC(=NC2C1)C1=NNC2=CC(=CC=C12)C1=C(C=C(C(=C1)F)O)CC N-cyclopropyl-2-(6-(2-ethyl-5-fluoro-4-hydroxyphenyl)-1H-indazol-3-yl)-4,6-dihydropyrrolo[3,4-d]imidazol-5(1H)-carboxamide